C1(CC1)CN1N=NN=C1CNC(=O)[C@H]1N(C[C@@H](C1)O)C([C@H](C(C)(C)C)N1N=NC(=C1)C1CC1)=O (2S,4R)-N-[[1-(cyclopropylmethyl)tetrazol-5-yl]methyl]-1-[(2S)-2-(4-cyclopropyltriazol-1-yl)-3,3-dimethyl-butanoyl]-4-hydroxy-pyrrolidine-2-carboxamide